C1(=CC=CC=C1)C=1N=C(OC1C1=CC=CC=C1)CCC(=O)NC 3-(4,5-diphenyloxazol-2-yl)-N-methylpropanamide